(+)-pinanediol borate B(O)(O)O.C12(C(CCC(C1(C)C)C2)(C)O)O